((E)-1-(3-Benzyloxybenzoyl)-2-(dimethylamino)vinyloxy)benzonitrile C(C1=CC=CC=C1)OC=1C=C(C(=O)/C(=C\N(C)C)/OC2=C(C#N)C=CC=C2)C=CC1